C(C)(C)(C)N(C([O-])=O)C1=C(C=2N(C=C1)N=CC2CCC)OC.OC2=CC=C(C=C2)C[SH+]CC2=CC=CC=C2 (4-hydroxyphenyl)methylbenzyl-sulfonium Tert-butyl-(4-methoxy-3-propylpyrazolo[1,5-a]pyridin-5-yl)carbamate